3-((2,2-dimethyl-1,3-dioxan-5-yl)oxy)-2,2-bis(((2,2-dimethyl-1,3-dioxan-5-yl)oxy)methyl)propan-1-ol CC1(OCC(CO1)OCC(CO)(COC1COC(OC1)(C)C)COC1COC(OC1)(C)C)C